C(C1=CC=CC=C1)C(C)=O benzyl-ethanone